[6-[3-(3,3-difluorocyclobutyl)-1H-1,2,4-triazol-5-yl]-2-azaspiro[3.3]heptan-2-yl]-[6-[[3-(trifluoromethylsulfonimidoyl)phenyl]methyl]-2-azaspiro[3.3]heptan-2-yl]methanone FC1(CC(C1)C1=NNC(=N1)C1CC2(CN(C2)C(=O)N2CC3(C2)CC(C3)CC3=CC(=CC=C3)S(=O)(=N)C(F)(F)F)C1)F